CC1=C(C(=C(C1([Rh](Cl)Cl)C)C)C)C pentamethylcyclopentadienyl-rhodium chloride